FC1=C2C=CC=NC2=CC(=C1)C#N 5-fluoroquinoline-7-carbonitrile